salicylmorpholine C(C=1C(O)=CC=CC1)N1CCOCC1